tert-butyl (3S)-4-(6-fluoro-7-(2-fluoro-6-(methylthio)phenyl)-1-(2-isopropyl-4-methylpyridin-3-yl)-2-oxo-1,2-dihydropyrido[2,3-d]pyrimidin-4-yl)-3-methylpiperazine-1-carboxylate FC1=CC2=C(N(C(N=C2N2[C@H](CN(CC2)C(=O)OC(C)(C)C)C)=O)C=2C(=NC=CC2C)C(C)C)N=C1C1=C(C=CC=C1SC)F